The molecule is a hydrate, which is the hemihydrate form of the (S)-(-) (more active) enantiomer of timolol. It has a role as an antihypertensive agent, an anti-arrhythmia drug, a beta-adrenergic antagonist and an antiglaucoma drug. It contains a (S)-timolol (anhydrous). CC(C)(C)NC[C@@H](COC1=NSN=C1N2CCOCC2)O.CC(C)(C)NC[C@@H](COC1=NSN=C1N2CCOCC2)O.O